sodium chloroacetaldehyde hydrate O.ClCC=O.[Na]